5-(DIMETHYLAMINO)PYRAZINE-2-CARBALDEHYDE CN(C=1N=CC(=NC1)C=O)C